C(C)(C)(C)OC(=O)N([C@@H](CC(C)C)C(=O)N([C@H](CC(=O)OCC1=CC=CC=C1)C(=O)OC)C)C 4-benzyl 1-methyl N-(N-(tert-butoxycarbonyl)-N-methyl-L-leucyl)-N-methyl-D-aspartate